BrC=1C=C2CC(=COC2=C(C1)C)C1=CC(=CC=C1)C1(COC1)C1=NN=CN1C 6-Bromo-8-methyl-3-(3-(3-(4-methyl-4H-1,2,4-triazol-3-yl)oxetan-3-yl)phenyl)-4H-chromen